C(#N)C1=C(C=CC(=C1OC=1C=C2C(N(C=NC2=CC1)C)=O)F)NS(=O)(=O)N1C[C@@H](CC1)F (3R)-N-[2-cyano-4-fluoro-3-(3-methyl-4-oxo-quinazolin-6-yl)oxy-phenyl]-3-fluoro-pyrrolidine-1-sulfonamide